C(C=C)(=O)O.C(C=C)(=O)O.C1CCCCCCCCC1.C1CCCCCCCCC1.C1CCCCCCCCC1 tricycloDecane diacrylate